[P@@](OC(C)C(C)Cl)(OCOC(CN(C)C)COC1=C(C=CC=C1)CCC1=CC(=CC=C1)OC)(=O)F 3-chlorobutan-2-yl (((1-(dimethylamino)-3-(2-(3-methoxy phenethyl) phenoxy)propan-2-yl)oxy)methyl) (R)-phosphorofluoridate